(4-(cyclopropanecarbonyl)piperazin-1-yl)(4,5-dichloro-1H-indol-2-yl)methanone C1(CC1)C(=O)N1CCN(CC1)C(=O)C=1NC2=CC=C(C(=C2C1)Cl)Cl